C(C)(C)C1=C(C(=CC=C1)C(C)C)NC(=O)NS(=O)(=O)C1=NN(C(=C1)C(=O)N(CCOC)CCOC)C 3-(N-((2,6-Diisopropylphenyl)carbamoyl)sulfamoyl)-N,N-bis(2-methoxyethyl)-1-methyl-1H-pyrazole-5-carboxamide